NC(CCN(C(OCC)=O)COCCCS(N[C@H](C)C1=CC(=CC=C1)OCC1CC1)(=O)=O)=O ethyl (R)-(3-amino-3-oxopropyl)((3-(N-(1-(3-(cyclopropylmethoxy)phenyl)ethyl)sulfamoyl)propoxy)methyl)carbamate